11-(3-Hydroxypropylamino)-6,7,8,9,10,11-hexahydrocyclohepta[c]isoquinolin-5-one OCCCNC1CCCCC=2NC(C3=CC=CC=C3C21)=O